1-(4-hydroxyphenyl)butane-3-one OC1=CC=C(C=C1)CCC(C)=O